NCCCCCCC#CC1=C(C(=O)OC)C=C(C=C1)NC(CCN)=O methyl 2-(8-aminooct-1-yn-1-yl)-5-(3-aminopropanamido)benzoate